N[C@@H](C(=O)O)CNC(C1=CC(=CC(=C1)F)C=1C(=NN(C1)C)CC)=O (R)-2-amino-3-(3-(3-ethyl-1-methyl-1H-pyrazol-4-yl)-5-fluorobenzamido)propanoic acid